COC=1C=C(C=CC1OCC1=C(C=C(C=C1)[N+](=O)[O-])C(F)(F)F)C1C=2C(NC(C1)=O)=NNC2 4-(3-methoxy-4-{[4-nitro-2-(trifluoromethyl)phenyl]methoxy}phenyl)-2H,4H,5H,6H,7H-pyrazolo[3,4-b]pyridin-6-one